C(CCC)(=O)OC(C)N1C(=NC=2N(C(N(C(C12)=O)CCC)=O)CC)C=1C=NN(C1)CC1=CC(=CC=C1)C(F)(F)F 1-(3-ethyl-2,6-dioxo-1-propyl-8-(1-(3-(trifluoromethyl)benzyl)-1H-pyrazol-4-yl)-1,2,3,6-tetrahydro-7H-purin-7-yl)ethyl butyrate